Diazabicyclo[3.2.1]octane-3-carboxylic acid tert-butyl ester C(C)(C)(C)OC(=O)C1NN2CCC(C1)C2